3-((2S,3R,4S,5R)-3,4-dihydroxy-5-(hydroxymethyl)tetrahydrofuran-2-yl)-8-(hexahydrocyclopenta[c]pyrrol-2(1H)-yl)imidazo[1,2-b]pyridazine-6-carbonitrile O[C@H]1[C@@H](O[C@@H]([C@H]1O)CO)C1=CN=C2N1N=C(C=C2N2CC1C(C2)CCC1)C#N